trans-7,8-dichloro-6-(2,6-difluorophenyl)-1-(3-methoxycyclobutyl)-4H-[1,2,4]triazolo[4,3-a][1,4]benzodiazepine ClC1=C(C=CC2=C1C(=NCC=1N2C(=NN1)[C@@H]1C[C@H](C1)OC)C1=C(C=CC=C1F)F)Cl